9-phenyl-2,3-dihydro-acridin-4(1H)-one C1(=CC=CC=C1)C=1C2=CC=CC=C2N=C2C(CCCC12)=O